B(O)(O)OB(O)O.C1(=CC=C(C=C1)C1=CC=CC=C1)CCCS 4,4'-biphenyl-propanethiol diborate